3-(5-(difluoromethyl)-1,3,4-thiadiazol-2-yl)-7-fluoro-N-(3-(fluoromethyl)oxetane-3-yl)-8-(4-isobutyrylpiperazin-1-yl)imidazo[1,5-a]pyridine-6-sulfonamide FC(C1=NN=C(S1)C1=NC=C2N1C=C(C(=C2N2CCN(CC2)C(C(C)C)=O)F)S(=O)(=O)NC2(COC2)CF)F